NC1=C(C=2C(=NC(=C(C2)C)C)N1C1=C(C(=CC=C1C)O)C)C(=O)NCC1=CN=C(S1)N 2-amino-N-((2-aminothiazol-5-yl)methyl)-1-(3-hydroxy-2,6-dimethylphenyl)-5,6-dimethyl-1H-pyrrolo[2,3-b]pyridine-3-carboxamide